3-(2-aminobenzo[d]thiazol-5-yl)-N-isopentylbenzamide NC=1SC2=C(N1)C=C(C=C2)C=2C=C(C(=O)NCCC(C)C)C=CC2